COC=CCC(C)[C@H]1CC=C(CC1)C (4R)-4-(5-methoxypent-4-en-2-yl)-1-methylcyclohex-1-ene